6-(3-Fluoro-4-methylphenyl)-3-azabicyclo[4.1.0]heptane FC=1C=C(C=CC1C)C12CCNCC2C1